((1r,3s)-3-allyl-2,2-difluoro-1-methylcyclopropyl)methanol C(C=C)[C@@H]1C([C@@]1(C)CO)(F)F